(1S,4s)-4-(8-(2,6-dichloro-4-fluorophenylamino)-2-((1R,3R)-3-hydroxycyclohexylamino)-9H-purin-9-yl)-1-methylcyclohexanecarboxamide ClC1=C(C(=CC(=C1)F)Cl)NC=1N(C2=NC(=NC=C2N1)N[C@H]1C[C@@H](CCC1)O)C1CCC(CC1)(C(=O)N)C